FC(C1=C(C=CC=C1)C1CN(CC1)C=1C=2N(N=C(C1)C=1C(NC(NC1)=O)=O)C=CN2)(F)F 5-(8-(3-(2-(trifluoromethyl)phenyl)pyrrolidin-1-yl)imidazo[1,2-b]pyridazin-6-yl)pyrimidine-2,4(1H,3H)-dione